(S)-7-Cyclohexyl-4-(2-methylpiperazin-1-yl)-5-(pyrrolidin-1-yl)-7H-pyrrolo[2,3-d]pyrimidine C1(CCCCC1)N1C=C(C2=C1N=CN=C2N2[C@H](CNCC2)C)N2CCCC2